BrC1=CC=C(C=C1)\C=C\C(=O)C1=CC=C(C=C1)O 4-Bromo-4'-hydroxychalcone